C(C1=CC=CC=C1)OC(=O)NCCC[C@@H](C(=O)OC)NC([C@H](C1CC1)NC(=O)OC(C)(C)C)=O Methyl (2S)-5-{[(benzyloxy)carbonyl]amino}-2-[(2S)-2-{[(tert-butoxy)carbonyl]amino}-2-cyclopropylacetamido]pentanoate